FC=1C=C2C(N(C=3N(C2=CC1)C(=NN3)C)CCC3=CC=CC=C3)=O 7-fluoro-1-methyl-4-phenethyl-[1,2,4]triazolo[4,3-a]quinazolin-5(4H)-one